2-fluoro-N-((2R)-3-methyl-1-(3-methyl-2-oxo-4-phenyl-1-oxa-3,8-diazaspiro[4.5]decan-8-yl)-1-oxobutan-2-yl)-5-(trifluoromethyl)benzamide FC1=C(C(=O)N[C@@H](C(=O)N2CCC3(C(N(C(O3)=O)C)C3=CC=CC=C3)CC2)C(C)C)C=C(C=C1)C(F)(F)F